OCCOC(=O)C=1C=C(C=C(C1)C(=O)OCCO)S(=O)(=O)[O-].C(CCC)[P+](CCCC)(CCCC)CCCC tetrabutylphosphonium 3,5-di-(β-hydroxyethoxycarbonyl)benzenesulfonate